CC=1C(=COC1C)C#N 4,5-dimethylfuran-3-nitrile